tert-butyl {3-[(3-acetyl-6-chloro-4-methoxypyridin-2-yl)oxy]propyl}carbamate C(C)(=O)C=1C(=NC(=CC1OC)Cl)OCCCNC(OC(C)(C)C)=O